C(C)N(CCNC(=O)C=1C(=C(NC1C)\C=C\1/C(NC2=CC=C(C=C12)NC(=O)CCC(=O)OC(C=O)C)=O)C)CC 1-oxopropan-2-yl 3-{[(3Z)-3-[(4-{[2-(diethylamino)ethyl]carbamoyl}-3,5-dimethyl-1H-pyrrol-2-yl)methylidene]-2-oxo-2,3-dihydro-1H-indol-5-yl]carbamoyl}propanoate